3-((4-Amino-7-(4-(2-(methylamino)ethoxy)benzyl)imidazo[2,1-f][1,2,4]triazin-2-yl)oxy)hexan-1-ol NC1=NC(=NN2C1=NC=C2CC2=CC=C(C=C2)OCCNC)OC(CCO)CCC